(S)-(4-(5-fluorobenzo[d]oxazol-2-yl)-6,7-dihydro-1H-imidazo[4,5-c]pyridin-5(4H)-yl)(2-(pyridin-2-yl)oxazol-5-yl)methanone FC=1C=CC2=C(N=C(O2)[C@H]2N(CCC3=C2N=CN3)C(=O)C3=CN=C(O3)C3=NC=CC=C3)C1